The molecule is a 2-acyl-sn-glycero-3-phosphoethanolamine in which the acyl group is specified as (5Z,8Z,11Z,14Z)-eicosatetraenoyl (arachidonoyl). It has a role as a metabolite. It is a 2-acyl-sn-glycero-3-phosphoethanolamine and a lysophosphatidylethanolamine 20:4. It derives from an arachidonic acid. It is a tautomer of a 2-arachidonoyl-sn-glycero-3-phosphoethanolamine zwitterion. CCCCC/C=C\\C/C=C\\C/C=C\\C/C=C\\CCCC(=O)O[C@H](CO)COP(=O)(O)OCCN